COC=1C=C2C=NNC2=C(C1)C=1C=CC2=C(C=3CN(C(C3C=C2)=O)CC(C(=O)N)=C)C1 2-{[8-(5-methoxy-1H-indazol-7-yl)-3-oxo-1H,2H,3H-benzo[e]isoindol-2-yl]methyl}prop-2-enamide